6-(tert-butoxycarbonyl)-3,6-diazabicyclo[3.1.1]heptane C(C)(C)(C)OC(=O)N1C2CNCC1C2